butyl (2-bromo-3-(trifluoromethyl)phenyl)carbamate BrC1=C(C=CC=C1C(F)(F)F)NC(OCCCC)=O